CN1CCN(CC1)C=1C=NC=C(C1)[N+](=O)[O-] 1-methyl-4-(5-nitropyridin-3-yl)piperazine